(rac)-(6-(4-Cyclopropylphenyl)-2-azaspiro[3.4]octan-2-yl)((1s,3s)-3-hydroxy-3-methylcyclobutyl)methanone C1(CC1)C1=CC=C(C=C1)[C@H]1CC2(CN(C2)C(=O)C2CC(C2)(C)O)CC1 |r|